CN1C(C=CC(=C1[3H])C1=CC=C2C(=N1)NC1=C2C(=NC(=C1)[3H])[3H])C(=O)N 1-N-methyl-5-[(5,7-3H2)-9H-pyrrolo[2,3-b:4,5-c']dipyridin-2-yl](6-3H)pyridine-2-carboxamide